ethyl 1-(6-(pyridin-3-yl)quinolin-2-yl)piperidine-4-carboxylate N1=CC(=CC=C1)C=1C=C2C=CC(=NC2=CC1)N1CCC(CC1)C(=O)OCC